P(O)(O)N.N[C@@H]([C@H](O)C)CO threoninol phosphoramidite